C(C1=CC=CC=C1)NC(=O)C=1N=C(SC1)CCNC(OC(C)(C)C)=O Tert-butyl N-{2-[4-(benzylcarbamoyl)-1,3-thiazol-2-yl]ethyl}carbamate